2-(azidomethyl)-1-cyclopropyl-N,N-bis[(4-methoxyphenyl)methyl]-6-methyl-pyrrolo[3,2-b]pyridin-5-amine N(=[N+]=[N-])CC1=CC2=NC(=C(C=C2N1C1CC1)C)N(CC1=CC=C(C=C1)OC)CC1=CC=C(C=C1)OC